CN1C(C(=CC2=CC=CC=C12)C(=O)NC1=NC=C(C=N1)C)=O 1-Methyl-N-(5-methylpyrimidin-2-yl)-2-oxo-quinoline-3-carboxamide